2-methylpropyl (2E)-3-(5-{2-[4-(4-{7-[(oxan-2-yloxy)carbamoyl] heptanoyl} piperazin-1-yl)phenyl]ethynyl}pyridin-2-yl)prop-2-enoate O1C(CCCC1)ONC(=O)CCCCCCC(=O)N1CCN(CC1)C1=CC=C(C=C1)C#CC=1C=CC(=NC1)/C=C/C(=O)OCC(C)C